OC1CCN(CC1)C1CC2(CN(C2)C(=O)OC(C)(C)C)C1 Tert-butyl 6-(4-hydroxypiperidin-1-yl)-2-azaspiro[3.3]heptane-2-carboxylate